C(#N)C(C(=O)OCC=C)=C Allyl 2-cyanoacrylate